C1(=CC=CC2=CC=CC=C12)CN(C(C(=O)OCC)=O)CC1=NC=CC=C1 Ethyl 2-[1-naphthylmethyl (2-pyridylmethyl)amino]-2-oxo-acetate